C(C=C)(=O)N1C[C@@H]2COC3=C(C(N2CC1)=O)C(=NC(=C3Cl)C3=C(C=CC=C3O)F)NC=3C(=NC=CC3C)C(C)C (6aR)-8-acryloyl-4-chloro-3-(2-fluoro-6-hydroxyphenyl)-1-((2-isopropyl-4-methylpyridin-3-yl)amino)-6,6a,7,8,9,10-hexahydro-12H-pyrazino[2,1-c]pyrido[3,4-f][1,4]oxazepin-12-one